4,6-dimethylaminomethylphenol CNCC1=CC=C(C(=C1)CNC)O